C1(=CC=CC=C1)C1=CC=C(C=C1)C(F)(F)F 4-phenyl-1-(trifluoromethyl)benzene